O=C1N(C=CC(=C1)C1=CC=CC=C1)C[C@@H]1CCN(CC12CCCC2)C(=O)N2[C@@H](C[C@@H](CC2)NC(=O)C2CC2)C2=CC=CC=C2 N-((2S,4R)-1-((R)-10-((2-Oxo-4-phenylpyridin-1(2H)-yl)methyl)-7-azaspiro[4.5]decane-7-carbonyl)-2-phenylpiperidin-4-yl)cyclopropanecarboxamide